CC1(CC1)N1C=C(C(C2=CC=CC=C12)=O)C(=O)O 1-(1-methylcyclopropyl)-4-oxo-1,4-dihydroquinoline-3-carboxylic acid